COC=1C=C(C=CC1OC)CCN 3,4-Dimethoxyphenylethylamine